Zinc-holmium [Ho].[Zn]